1-(6-(((1S,3S)-3-((3H-Imidazo[4,5-b]pyridin-2-yl)amino)cyclopentyl)amino)pyridin-3-yl)quinolin-2(1H)-one N1=C(NC2=NC=CC=C21)N[C@@H]2C[C@H](CC2)NC2=CC=C(C=N2)N2C(C=CC1=CC=CC=C21)=O